potassium aluminum carbonate C([O-])([O-])=O.[Al+3].[K+].C([O-])([O-])=O